BrC1=C(C#N)C=C(C=C1)OCC(C)(C)O 2-bromo-5-(2-hydroxy-2-methylpropoxy)benzonitrile